6-[(6-ethoxy-8,8-dimethyl-7H-xanthene-10-ium-3-yl)-ethyl-amino]hexanoic acid ethyl ester tetrafluoroborate F[B-](F)(F)F.C(C)OC(CCCCCN(CC)C=1C=CC2=CC=3C(CC(=CC3[O+]=C2C1)OCC)(C)C)=O